C[C@@H]1OC(O)[C@@H](O)[C@H](O)[C@@H]1O (-)-Fucose